NC1=NC=NN2C1=C(N=C2C2CCCC2)C2=CC=C(CNC(C1=C(C=CC=C1)OC)=O)C=C2 N-(4-(4-amino-7-cyclopentylimidazo[5,1-f][1,2,4]triazin-5-yl)benzyl)-2-methoxybenzamide